(perfluorocyclopent-1-ene-1,2-diyl)bis(5,5'-di-tert-butyl-2,2'-bithiophene) FC1(C(=C(C(C1(F)F)(F)F)C1=C(SC(=C1)C(C)(C)C)C=1SC(=CC1)C(C)(C)C)C1=C(SC(=C1)C(C)(C)C)C=1SC(=CC1)C(C)(C)C)F